4-[4-cyano-4-(5-ethoxypyridin-2-yl)cyclohexyl]-1,4-diazepan-1-carboxylic acid ethyl ester C(C)OC(=O)N1CCN(CCC1)C1CCC(CC1)(C1=NC=C(C=C1)OCC)C#N